CC1(OB(OC1(C)C)C1=CC=C(O[C@H]2CN(CC2)C(=O)OC(C)(C)C)C=C1)C tert-butyl (R)-3-(4-(4,4,5,5-tetramethyl-1,3,2-dioxaborolan-2-yl)phenoxy)pyrrolidine-1-carboxylate